N-(2-carboxyethyl)-N-(1-oxotetradecyl)-beta-alanine C(=O)(O)CCN(CCC(=O)O)C(CCCCCCCCCCCCC)=O